CN1C(=NCCC1)C 1,2-Dimethyl-1,4,5,6-tetrahydropyrimidin